6-[3-(difluoromethoxy)-4-fluoro-phenyl]-1-(1H-pyrazol-4-ylmethyl)pyrazolo[4,3-b]pyridine FC(OC=1C=C(C=CC1F)C=1C=C2C(=NC1)C=NN2CC=2C=NNC2)F